N-benzyl-7-(4-bromo-3-chloro-benzoyl)-2-[4-(3,3-difluoropyrrolidin-1-yl)phenyl]-3-oxo-6,8-dihydro-5H-imidazo[1,5-a]pyrazine-1-carboxamide C(C1=CC=CC=C1)NC(=O)C=1N(C(N2C1CN(CC2)C(C2=CC(=C(C=C2)Br)Cl)=O)=O)C2=CC=C(C=C2)N2CC(CC2)(F)F